C1(=CC=C(C=C1)C1=NC(=CC(=N1)C1=C(C=CC=C1)C1=C2C=3C=CC(=CC3C3(C2=CC=C1)CCCCC3)C#N)C3=CC=CC=C3)C3=CC=CC=C3 5'-(2-(2-([1,1'-biphenyl]-4-yl)-6-phenylpyrimidin-4-yl)phenyl)spiro[cyclohexane-1,9'-fluorene]-2'-carbonitrile